FC=1C=CC2=C(OCCN2)C1F 7,8-difluoro-3,4-dihydro-2H-benzo[b][1,4]oxazine